OC(CN1CCOCC1)C 4-(2-hydroxypropyl)morpholine